7-chloro-N-methyl-N-(pyridin-2-yl)-1-benzofuran-2-carboxamide ClC1=CC=CC=2C=C(OC21)C(=O)N(C2=NC=CC=C2)C